5-(3-bromophenyl)-3-(cyclopropylmethyl)-1H-pyrrole-2-carbothioamide BrC=1C=C(C=CC1)C1=CC(=C(N1)C(N)=S)CC1CC1